(R)-1-acryloyl-4-(7-chloro-6-(4-chlorophenyl)quinazolin-4-yl)piperazine-2-carboxamide C(C=C)(=O)N1[C@H](CN(CC1)C1=NC=NC2=CC(=C(C=C12)C1=CC=C(C=C1)Cl)Cl)C(=O)N